3-Chloro-N-cyclopentylbutanamide ClC(CC(=O)NC1CCCC1)C